CC1=C(C(=O)OP(O)(O)(C2=CC=CC=C2)C2=CC=CC=C2)C(=CC(=C1)C)C.O=C1NC2=NC=C(C3=CC=CC1=C23)N2N=CC(=C2C(F)(F)F)C(=O)NC2=CC(=NC=C2)C(F)(F)F 1-(2-oxo-1,2-dihydropyrrolo[4,3,2-ij]isoquinolin-6-yl)-5-trifluoromethyl-N-(2-trifluoromethyl-pyridin-4-yl)-1H-pyrazole-4-carboxamide 2,4,6-trimethylbenzoyl-diphenylphosphite